2-[[tert-butyl-(dimethyl)silyl]oxymethyl]cyclopent-2-en-1-one C(C)(C)(C)[Si](OCC=1C(CCC1)=O)(C)C